NC1=C(C=C(C=N1)C1=CC=C(C=C1)C[C@@H]1CCC(N1CC1=CN=CS1)=O)C1=C(C=C(C=C1)N)F (5S)-5-[[4-[6-amino-5-(4-amino-2-fluoro-phenyl)-3-pyridinyl]phenyl]methyl]-1-(thiazol-5-ylmethyl)pyrrolidin-2-one